OCCC(=O)OCC(Cl)(Cl)Cl 2,2,2-trichloroethyl 3-hydroxypropanoate